4,5-difluoro-7-(2-fluoro-4-iodophenyl)-7-azabicyclo[4.2.0]octa-1,3,5-trien-8-one FC1=CC=C2C(N(C2=C1F)C1=C(C=C(C=C1)I)F)=O